C1=CC=CC=2C3=CC=CC=C3N(C12)C1=CC=C(C=C1)C=1C(=CC=C(C1)C1=NC(=NC(=N1)C1=CC=CC=C1)C1=CC=CC=C1)C1=CC=C(C=C1)N1C2=CC=CC=C2C=2C=CC=CC12 4,4''-di(9H-carbazol-9-yl)-5'-(4,6-diphenyl-1,3,5-triazin-2-yl)-[1,1':2',1''-terphenyl]